N1[C@H](CCCC1)C1=C(CN2C(NC(C3=C2C=CN3)=O)=C=S)C=CC=C1 (R)-1-(2-(piperidin-2-yl)benzyl)-2-thiocarbonyl-1,2,3,5-tetrahydro-4H-pyrrolo[3,2-d]pyrimidin-4-one